(3R)-morpholine N1CCOCC1